IC=1C=C2C(C(NC2=CC1)=O)(CC(=O)C1=CC2=CC=CC=C2C=C1)O 5-iodo-3-hydroxy-3-(2-(naphthalen-2-yl)-2-oxoethyl)indolin-2-one